5-((1S,2R)-1-(6-chloro-1,1-dioxido-4-(tetrahydro-2H-pyran-4-yl)-3,4-dihydro-2H-benzo[e][1,2,4]thiadiazin-2-yl)-2-(6-fluoro-2,3-dimethylphenyl)propyl)-1,3,4-oxadiazol-2(3H)-one ClC=1C=CC2=C(N(CN(S2(=O)=O)[C@@H]([C@H](C)C2=C(C(=CC=C2F)C)C)C2=NNC(O2)=O)C2CCOCC2)C1